3-(4-methoxyphenyl)tetrahydro-2H-pyran-3-ol COC1=CC=C(C=C1)C1(COCCC1)O